sodium Monochloride [Cl-].[Na+]